N-[1-(4-methoxyphenyl)ethyl]-1-(4-methylphenyl)-1-oxo-1-phenyl-λ6-sulfanimine COC1=CC=C(C=C1)C(C)N=S(C1=CC=CC=C1)(=O)C1=CC=C(C=C1)C